NC1=NC2=C(N1C)C=CC=C2CN(C(C)=O)C2=C(C1=CC=CC=C1C=C2)C#N N-[(2-amino-1-methyl-benzoimidazol-4-yl)methyl]-N-(1-cyano-2-naphthyl)acetamide